C(C)(C)(C)OC(=O)N1CC=2N=C(N=C(C2CC1)OC1=C(C=C(C=C1)F)Cl)NCC1=CC=C(C=C1)OC 4-(2-Chloro-4-fluorophenoxy)-2-[[(4-methoxyphenyl)methyl]amino]-5H,6H,7H,8H-pyrido[3,4-d]pyrimidine-7-carboxylic acid tert-butyl ester